C(C1=CC(=C(N)C=C1)Cl)C1=CC(=C(N)C=C1)Cl 4,4'-methylenebis(ortho-chloroaniline)